C(C1=CC=CC=C1)O[C@@H]1[C@@H](O[C@@H]([C@H]([C@@H]1OCC1=CC=CC=C1)OCC1=CC=CC=C1)COCC1=CC=CC=C1)C(C)O 1-((2S,3S,4S,5R,6R)-3,4,5-tris(benzyloxy)-6-((benzyloxy)methyl)tetrahydro-2H-pyran-2-yl)ethan-1-ol